FC1=C(C[C@H](N)C(=O)O)C=C(C(=C1)F)F 2,4,5-trifluorophenylalanine